OC1=C(C(=C(C(=C1C(=O)C1=CC=C(C=C1)OC)S(=O)(=O)O)O)OC)[Na] dihydroxy-4,4'-dimethoxy-5-sodiosulfobenzophenone